FC(OC1=C(C=CC(=C1)C(F)(F)F)C1=NC(=NO1)[C@@H]1CC12CCN(CC2)S(=O)(=O)N)F (1R)-1-{5-[2-(Difluoromethoxy)-4-(trifluoromethyl)phenyl]-1,2,4-oxadiazol-3-yl}-6-azaspiro[2.5]octan-6-sulfonamid